tetradecyl-ascorbate C(CCCCCCCCCCCCC)OC1=C(C(=O)O[C@@H]1[C@@H](O)CO)O